(Z)-((3-(4-chlorophenyl)-5-methyl-4-(thiophen-2-yl)-4,5-dihydro-1H-pyrazol-1-yl)(((4-(trifluoromethyl)phenyl)sulfonyl)imino)methyl)-4-(dimethylamino)pyridin-1-ium ClC1=CC=C(C=C1)C1=NN(C(C1C=1SC=CC1)C)\C(=N/S(=O)(=O)C1=CC=C(C=C1)C(F)(F)F)\[N+]1=CC=C(C=C1)N(C)C